O[C@H](C(=O)[O-])CCCCCCC=CCCCCCCCC l-2-hydroxy-9-octadecenoate